5-(4-chloro-2-fluorophenyl)-2,3-dimethyl-7-((2R)-2-(4-pyridinyl)-4-morpholinyl)pyrido[4,3-d]pyrimidin-4(3H)-one ClC1=CC(=C(C=C1)C1=NC(=CC=2N=C(N(C(C21)=O)C)C)N2C[C@H](OCC2)C2=CC=NC=C2)F